FC(C(=O)O)(F)F.N1=CC(=C2N1C=CC=N2)C#N pyrazolo[1,5-a]pyrimidine-3-carbonitrile monotrifluoroacetic acid salt